BrC1=CC(=C(C(=C1)NCC(C)C)O)F 4-bromo-2-fluoro-6-(isobutylamino)phenol